1,9-nonanediol distearate C(CCCCCCCCCCCCCCCCC)(=O)OCCCCCCCCCOC(CCCCCCCCCCCCCCCCC)=O